4-(6-(3,8-diazabicyclo[3.2.1]oct-3-yl)pyridin-3-yl)-6-(1-(difluoromethyl)-1H-pyrazol-4-yl)pyrazolo[1,5-a]pyridine-3-carbonitrile C12CN(CC(CC1)N2)C2=CC=C(C=N2)C=2C=1N(C=C(C2)C=2C=NN(C2)C(F)F)N=CC1C#N